OC1=C(C(=CC(=C1)O)OC1OC(C(C(C1O)O)O)CO)C(\C=C\C1=CC=C(C=C1)O)=O (E)-1-[2,4-Dihydroxy-6-[3,4,5-trihydroxy-6-(hydroxymethyl)oxan-2-yl]oxyphenyl]-3-(4-hydroxyphenyl)prop-2-en-1-one